ClC1=C(C=2C(C3=CC=CC(=C3OC2C(=C1)P(C1=CC=CC=C1)C1=CC=CC=C1)P(C1=CC=CC=C1)C1=CC=CC=C1)(C)C)Cl dichloro[9,9-dimethyl-4,5-bis(diphenylphosphino)-[xanthene]]